FC1=C(C(=CC=C1)C)N1CCC(CC1)N1C(N(C=2C(C1)=CN(N2)C)[C@@H](C)C2=C(C=CC=C2)C(F)(F)F)=O |o1:24| 5-[1-(2-Fluoro-6-methyl-phenyl)-piperidin-4-yl]-2-methyl-7-[(S)- or (R)-1-(2-trifluoromethyl-phenyl)-ethyl]-2,4,5,7-tetrahydro-pyrazolo[3,4-d]pyrimidin-6-one